CN1N=NN=C1C#CC1=CC=C(OC2=C(N=NN2)C(=O)O)C=C1 5-(4-((1-methyl-1H-tetrazol-5-yl)ethynyl)phenoxy)-1H-1,2,3-triazole-4-carboxylic acid